3-((1H-pyrrolo[2,3-b]pyridin-5-yl)oxy)-4'-(2-(3-chlorophenyl)pyrrolidin-1-yl)-N-((3-nitro-4-(((tetrahydro-2H-pyran-4-yl)methyl)amino)phenyl)sulfonyl)-[1,1'-biphenyl]-4-carboxamide N1C=CC=2C1=NC=C(C2)OC=2C=C(C=CC2C(=O)NS(=O)(=O)C2=CC(=C(C=C2)NCC2CCOCC2)[N+](=O)[O-])C2=CC=C(C=C2)N2C(CCC2)C2=CC(=CC=C2)Cl